BrC=1C=C2C(=NN(C(C2=CC1)=O)CC(=O)O)OC1CC1 2-(6-bromo-4-cyclopropyloxy-1-oxophthalazin-2(1H)-yl)acetic acid